3-aminobutyric acid NC(CC(=O)O)C